OC(C(=O)NC(C(=O)O)CCN(CCCCC1=NC=2NCCCC2C=C1)CCOC)(C)C1=CC=CC=C1 2-[[2-hydroxy-2-phenyl-propanoyl]amino]-4-[2-methoxyethyl-[4-(5,6,7,8-tetrahydro-1,8-naphthyridin-2-yl)butyl]amino]butanoic acid